3-(6-(trifluoromethyl)pyridin-3-yl)propanamide FC(C1=CC=C(C=N1)CCC(=O)N)(F)F